FC=1C(=NC(=NC1)NC=1C(=NN(C1)C(C#N)(C)C)C)OCC1CC(CCC1)O 2-(4-((5-fluoro-4-((3-hydroxycyclohexyl)methoxy)pyrimidin-2-yl)amino)-3-methyl-1H-pyrazol-1-yl)-2-methylpropanenitrile